ClC1=NN(C=C1C1=NC=CC(=N1)NC=1N=CC2=C(C=CC(=C2C1)C(C)C)N1CC(C1)N(S(=O)(=O)C)C)C N-(1-(3-((2-(3-chloro-1-methyl-1H-pyrazol-4-yl)pyrimidin-4-yl)amino)-5-isopropylisoquinolin-8-yl)azetidin-3-yl)-N-methyl-methanesulfonamide